NC(C(=O)O)CC=1C(=NC=C(C1)Cl)Cl 2-amino-3-(2,5-dichloropyridin-3-yl)propanoic acid